C(CC=C)N1S(C2=C(C1=O)C=CC=C2)(=O)=O 2-(But-3-en-1-yl)benzo[d]isothiazol-3(2H)-one 1,1-dioxide